6-(2-methylpiperazin-1-yl)quinazolin-4-amine hydrochloride Cl.CC1N(CCNC1)C=1C=C2C(=NC=NC2=CC1)N